N-hexyl-N'-heptyl-urea C(CCCCC)NC(=O)NCCCCCCC